OC[C@H](C1=NC(=CC=C1)N1CCN(CC1)C)CC(=O)N [(1S)-2-hydroxy-1-[6-(4-methyl-piperazin-1-yl)pyridin-2-yl]ethyl]acetamide